N1=CC(=CC=C1)C1=CC=2N=C(N=C(C2O1)N1CC(OC(C1)(F)F)(F)F)N1N=CC(=C1)C=1C=C(C=CC1)C 6-(pyridin-3-yl)-4-(2,2,6,6-tetrafluoromorpholino)-2-(4-(m-tolyl)-1H-pyrazol-1-yl)furo[3,2-d]pyrimidine